ClC(=O)N(C1=CC=CC=C1)CC(=O)OC methyl 2-(N-chlorocarbonylanilino)acetate